C(C)N1CC2=C(N=C(N=C2O)O)C[C@]12CCCC1=CC=CC=C21 (7S)-6-ethylspiro[5,8-dihydropyrido[4,3-d]pyrimidine-7,1'-tetralin]-2,4-diol